N1C(=NC2=C1C=CC=C2)C2=C(C(=CC=C2)Cl)C=2C(=CC(=CC2)C(N[C@@H](CCC)C2=C(C=C(C=C2)Cl)C(F)(F)F)=O)C(=O)O (S)-2'-(1H-1,3-benzodiazol-2-yl)-6'-chloro-4-({1-[4-chloro-2-(trifluoromethyl)phenyl]butyl}carbamoyl)-[1,1'-biphenyl]-2-carboxylic acid